5-methyl-4-(1-ethyl-3-trifluoromethyl-1H-pyrazol-5-oxy)-aniline CC=1C(=CC=C(N)C1)OC1=CC(=NN1CC)C(F)(F)F